C1(=CC=C(C=C1)C(CC1([Se]CCCC1)C1=CC=CC=C1)C1=C(C=C(C=C1OC)OC)OC)C1=CC=CC=C1 2-([[1,1'-biphenyl]-4-yl]-2-(2,4,6-trimethoxyphenyl)ethyl)(phenyl)selenane